(R)-2-(2-(4-fluorophenyl)-6,7-dihydro-oxazolo[4,5-c]pyridin-5(4H)-yl)-4-(((2-methoxy-4,6-dimethylpyridin-3-yl)methyl)amino)-6,7-dihydro-thieno[3,2-d]pyrimidine 5-oxide FC1=CC=C(C=C1)C=1OC2=C(CN(CC2)C=2N=C(C3=C(N2)CC[S@]3=O)NCC=3C(=NC(=CC3C)C)OC)N1